(S)-2-(4-(4-fluorophenyl)-thiazol-2-yl)-N-(2-nitrophenyl)pyrrolidine-1-carboxamide FC1=CC=C(C=C1)C=1N=C(SC1)[C@H]1N(CCC1)C(=O)NC1=C(C=CC=C1)[N+](=O)[O-]